ClC1=C(O[C@@H](C(=O)OC)CC)C=C(C=C1)CN1C(=C(C2=CC(=CC=C12)C(N[C@@H](C)C1=CC(=CC=C1)C(C)C)=O)C)C (R)-Methyl 2-(2-chloro-5-((5-(((S)-1-(3-isopropylphenyl)ethyl)carbamoyl)-2,3-dimethyl-1H-indol-1-yl)methyl)phenoxy)butanoate